3-Chloro-5-(piperazin-1-yl)-2,3-dihydro-1,4-benzodioxine ClC1OC2=C(OC1)C=CC=C2N2CCNCC2